6-((2-(1,7-dimethyl-1H-indazol-3-yl)propan-2-yl)carbamoyl)-1-methyl-3-azabicyclo[3.1.0]hexane-3-carboxylic acid tert-butyl ester C(C)(C)(C)OC(=O)N1CC2(C(C2C1)C(NC(C)(C)C1=NN(C2=C(C=CC=C12)C)C)=O)C